FC1=CC=C(OC=2C=CC(=NC2)NC([C@@H](C)N2CCN(C3(CCC3)C2)C(=O)C2=CC=[N+](C=C2)[O-])=O)C=C1 (R)-4-(8-(1-((5-(4-fluorophenoxy)pyridin-2-yl)amino)-1-oxopropan-2-yl)-5,8-diazaspiro[3.5]nonane-5-carbonyl)pyridine 1-oxide